N4,N4''-diphenyl-[1,1':4',1''-terphenyl]-4,4''-diamine C1(=CC=CC=C1)NC1=CC=C(C=C1)C1=CC=C(C=C1)C1=CC=C(C=C1)NC1=CC=CC=C1